[Cl-].C(CCCCCCC\C=C/CCCCCCCC)[N+](CCO)(CCO)C oleyl-methyl-bis(2-hydroxyethyl)ammonium chloride